CC=1N(C(=CC1C(CCC(C)C)=O)C)C1=CC=C(C=C1)[N+](=O)[O-] 1-(2,5-dimethyl-1-(4-nitrophenyl)-1H-pyrrol-3-yl)-4-methylpentan-1-one